C(C)(C)N1C(N(C(C(=C1)C(=O)NC1=CC=C(C=C1)OC1=CC(=NC=2N1N=CC2)C)=O)C2=C(C=CC=C2)C)=O 1-isopropyl-3-(2-methylphenyl)-N-(4-((5-methylpyrazolo[1,5-a]pyrimidin-7-yl)oxy)phenyl)-2,4-dioxo-1,2,3,4-tetrahydropyrimidine-5-carboxamide